(R)-5-((diethoxyphosphoryl)fluoromethyl)benzo[b]thiophene-2-carboxylic acid benzyl ester C(C1=CC=CC=C1)OC(=O)C1=CC2=C(S1)C=CC(=C2)[C@H](F)P(=O)(OCC)OCC